IC=1C=CC(=NC1)O[C@@H]1C[C@H](NC1)C(=O)NC (2S,4R)-4-((5-iodopyridin-2-yl)oxy)-N-methylpyrrolidine-2-carboxamide